Cl.CN(C(CNCC(F)(F)F)=O)CC(NC=1SC2=C(N1)C=CC(=C2)OC(F)(F)F)=O N-methyl-N-(2-oxo-2-((6-(trifluoromethoxy)benzo[d]thiazol-2-yl)amino)ethyl)-2-((2,2,2-trifluoroethyl)amino)acetamide hydrochloride